CC1=C(C=NC(=C1)C)C1CC(=NN1C(CC)=O)C1=C(C=CS1)C 5-(5-(4,6-dimethylpyridin-3-yl)-1-propionyl-4,5-dihydro-1H-pyrazol-3-yl)-4-methylthiophene